(S)-(1-(4-Pentylphenyl)ethyl)diphenylphosphin oxide C(CCCC)C1=CC=C(C=C1)[C@H](C)P(C1=CC=CC=C1)(C1=CC=CC=C1)=O